CCCCCC\C=C/CCCCCC\C=C/CCCCCC (7z,15z)-7,15-docosadiene